C(C=C)(=O)OCCN(C(=O)OCC)CCN(C(=O)OCC)CCOC(C=C)=O di(acryloxyethyl)dimethylenediurethane